ClCCN1CCC(CC1)SCC1=NC2=CC(=CC(=C2C(N1)=O)F)OCC1CCOCC1 2-(((1-(2-chloroethyl)piperidin-4-yl)thio)methyl)-5-fluoro-7-((tetrahydro-2H-pyran-4-yl)methoxy)quinazolin-4(3H)-one